C(C1CO1)N(C=1C(=CC=C(C1C)N(CC1CO1)CC1CO1)C)CC1CO1 N,N,N',N'-Tetraglycidyl-m-xylendiamin